(S)-3-(4-amino-2-(ethoxymethyl)-6,7-dimethyl-1H-imidazo[4,5-c]pyridin-1-yl)-2-(methoxymethyl)-2-methylpropan NC1=NC(=C(C2=C1N=C(N2CC(C)(C)COC)COCC)C)C